COC(=O)C=1C(=NC(=NC1)NC1=C(C=C(C=C1)F)F)NC1=C(C(=CC=C1)C1=NN(C=N1)C)OC ((2,4-difluorophenyl)amino)-4-((2-methoxy-3-(1-methyl-1H-1,2,4-triazol-3-yl)phenyl)amino)pyrimidine-5-carboxylic acid methyl ester